3-(((5-(5-(difluoromethyl)-1,3,4-oxadiazol-2-yl)-3-fluoropyridin-2-yl)methyl)(phenyl)amino)-4-(1-imino-1-oxidothiomorpholino)cyclobut-3-en-1,2-dione FC(C1=NN=C(O1)C=1C=C(C(=NC1)CN(C=1C(C(C1N1CCS(CC1)(=O)=N)=O)=O)C1=CC=CC=C1)F)F